N[C@@](C(=O)O)(CO)[2H] |r| racemic-2-amino-2-deutero-3-hydroxy-propanoic acid